(P)-1-(5-FLUORO-2-METHOXY-4-((1R,3R)-3-(TRIFLUOROMETHYL)CYCLOBUTYL)PHENYL)-N-(ISOXAZOL-3-YL)-2-OXO-1,2-DIHYDROQUINOLINE-6-SULFONAMIDE FC=1C(=CC(=C(C1)N1C(C=CC2=CC(=CC=C12)S(=O)(=O)NC1=NOC=C1)=O)OC)C1CC(C1)C(F)(F)F